5-(2,6-Difluorophenyl)-N-[(6S)-4-methyl-5-oxo-7,8-dihydro-6H-pyrazolo[1,5-a][1,3]diazepin-6-yl]-[1,2,4]triazolo[1,5-a]pyridin-2-carboxamid FC1=C(C(=CC=C1)F)C1=CC=CC=2N1N=C(N2)C(=O)N[C@@H]2C(N(C=1N(CC2)N=CC1)C)=O